FC1=CC=CC=2C3CC[C@@]4(/C(/C[C@H](C4C3CCC12)CCC(=O)NC1=NC=CC(=C1)C)=N/O)C 3-((13S,15R,E)-4-fluoro-17-(hydroxyimino)-13-methyl-7,8,9,11,12,13,14,15,16,17-decahydro-6H-cyclopenta[a]phenanthren-15-yl)-N-(4-methylpyridin-2-yl)propanamide